(3R)-1-[(1r,4r)-4-([2-[2,6-dioxopiperidin-3-yl]-1,3-dioxoisoindol-4-yl]amino)cyclohexanecarbonyl]pyrrolidine-3-carboxylic acid O=C1NC(CCC1N1C(C2=CC=CC(=C2C1=O)NC1CCC(CC1)C(=O)N1C[C@@H](CC1)C(=O)O)=O)=O